[Na+].C(C=C)(=O)NC(CS(=O)(=O)[O-])CC 2-acrylamidobutanesulfonic acid sodium salt